(R)-1-(2-chloropyridin-3-yl)ethyl (4-(3-fluoro-5-((3-fluorobicyclo[1.1.1]pentan-1-yl)carbamoyl)pyridin-2-yl)-1-methyl-1H-1,2,3-triazol-5-yl)carbamate FC=1C(=NC=C(C1)C(NC12CC(C1)(C2)F)=O)C=2N=NN(C2NC(O[C@H](C)C=2C(=NC=CC2)Cl)=O)C